F[C@@H]1[C@H]2CC[C@@H](C[C@@H]1N(C=1N=CC(=NC1)C1=C(C=C(C=C1)C1=NN=C3N1C=CC=C3)O)C)N2 2-(5-{[(1R,2R,3S,5S)-2-fluoro-8-azabicyclo[3.2.1]octan-3-yl](methyl)amino}pyrazin-2-yl)-5-{[1,2,4]triazolo[4,3-a]pyridin-3-yl}phenol